C(C)(=O)C=1C=C(C=NC1)S(=O)(=O)N(C(C(F)(F)F)C1=CC=C(C=C1)F)CC 5-Acetyl-N-ethyl-N-(2,2,2-trifluoro-1-(4-fluorophenyl)ethyl)pyridine-3-sulfonamide